1-[7-(1,3-benzodioxan-5-yl)-1-oxo-2,4,6-heptatrienyl]piperidine O1COCC2=C1C=CC=C2C=CC=CC=CC(=O)N2CCCCC2